NC1=C2C(=NC=N1)N(N=C2C2=NOC(=C2C2=NC=C(C=N2)C=2CN(CC2)C(=O)OC(C)(C)C)C2CC2)C(C)(C)C tert-butyl 3-[2-[3-(4-amino-1-tert-butyl-pyrazolo[3,4-d]pyrimidin-3-yl)-5-cyclopropyl-isoxazol-4-yl]pyrimidin-5-yl]-2,5-dihydropyrrole-1-carboxylate